C1(=CC(=CC=C1)OC1=C2C(OC(C2=CC=C1)=O)=O)OC1=C2C(OC(C2=CC=C1)=O)=O 1,3-phenylenebis(oxy)bis(isobenzofuran-1,3-dione)